C(C)(=O)OC(C(CC1OC(OCC1)(C)C)C)C1=CC=CC=C1 3-(2,2-dimethyl-1,3-dioxan-4-yl)-2-methyl-1-phenylpropyl acetate